2-[1-[(2,3-difluorophenyl)methyl]-5-oxopyrrolidin-2-yl]-N-[2-[4-(trifluoromethoxy)phenyl]ethyl]acetamid FC1=C(C=CC=C1F)CN1C(CCC1=O)CC(=O)NCCC1=CC=C(C=C1)OC(F)(F)F